C(C1=CC=CC=C1)OC1=NOC(=C1)C 3-(Benzyloxy)-5-methylisoxazole